(S)-2-(4-(4-((4-(3-phenylisoxazolidin-2-yl)-7H-pyrrolo[2,3-d]pyrimidin-2-yl)amino)phenyl)piperazin-1-yl)ethan-1-ol C1(=CC=CC=C1)[C@H]1N(OCC1)C=1C2=C(N=C(N1)NC1=CC=C(C=C1)N1CCN(CC1)CCO)NC=C2